FC1=C(OCCCCCNCCCCCCCCCCNC2=CC3=C(N=NN(C3=O)C3C(NC(CC3)=O)=O)C=C2)C(=CC=C1F)C=1N=C(SC1)N1CCOCC1 3-(6-((10-((5-(2,3-difluoro-6-(2-morpholinothiazol-4-yl)phenoxy)pentyl)amino)decyl)amino)-4-oxobenzo[d][1,2,3]triazin-3(4H)-yl)piperidine-2,6-dione